9-cyanophenanthrene C(#N)C=1C2=CC=CC=C2C=2C=CC=CC2C1